2-(1-methyl-1H-benzo[d]imidazol-5-yl)-N-(4-(4-methylpiperazin-1-yl)phenyl)-5-(trifluoromethyl)pyrimidin-4-amine CN1C=NC2=C1C=CC(=C2)C2=NC=C(C(=N2)NC2=CC=C(C=C2)N2CCN(CC2)C)C(F)(F)F